CC(C)C1=CC=C(C=C1)CNC2=CC=CC=C2 N-(4-isopropylbenzyl)aniline